(E)-9-phenyl-10-(styrylsulfinyl)phenanthrene C1(=CC=CC=C1)C=1C2=CC=CC=C2C=2C=CC=CC2C1S(=O)\C=C\C1=CC=CC=C1